1,2-DIISOCYANO-2-METHYLPROPANE [N+](#[C-])CC(C)(C)[N+]#[C-]